tert-butyl 4-((4-((2-methoxy-2-oxoethyl)carbamoyl)quinolin-6-yl)oxy)butanoate COC(CNC(=O)C1=CC=NC2=CC=C(C=C12)OCCCC(=O)OC(C)(C)C)=O